succinimidyl-butyric acid C1(CCC(N1C(C(=O)O)CC)=O)=O